(2S)-2-[(3,5-dichlorophenyl)formamido]-3-phenylpropanoic acid ClC=1C=C(C=C(C1)Cl)C(=O)N[C@H](C(=O)O)CC1=CC=CC=C1